2-ethynyl-2'-vinyl-biphenyl C(#C)C1=C(C=CC=C1)C1=C(C=CC=C1)C=C